NC1=C(C(=CC(=C1)N1CCN(CC1)CC)C)NC1=NC=C2C(=N1)N(C(N(C2)C2=C(C(=CC(=C2F)OC)OC)F)=S)CC 7-((2-amino-4-(4-ethylpiperazin-1-yl)-6-methylphenyl)amino)-3-(2,6-difluoro-3,5-dimethoxyphenyl)-1-ethyl-3,4-dihydropyrimido[4,5-d]pyrimidine-2(1H)-thione